SCCNC(=O)C=1NC2=CC=C(C=C2C1)F 5-fluoro-1H-indole-2-carboxylic acid (2-mercaptoethyl) amide